CN(C1=C2C=C(C(=[O+]C2=CC(=C1)O)C1=CC(=C(C(=C1)OC)O)OC)O)C 5-(dimethylamino)-3,7-dihydroxy-2-(4-hydroxy-3,5-dimethoxyphenyl)chromenylium